C1N(CC2=NC=3CCCCC3C=C21)C(CC2CN(C2)C2=CC(=NC=C2)C(F)(F)F)=O 1-(1,3,5,6,7,8-Hexahydro-pyrrolo[3,4-b]quinolin-2-yl)-2-[1-(2-trifluoromethyl-pyridin-4-yl)-azetidin-3-yl]-ethanone